BrC1=CC=C(C=C1)C1CCN(CC1)C(C)C 4-(4-bromophenyl)-1-isopropylpiperidine